CN(CCOC=1C(=CC2=C(N(C=N2)C2=CC=C(C=N2)C#N)C1)NC=1N=NC(=CC1)C)C 6-[6-[2-(dimethylamino)ethoxy]-5-[(6-methylpyridazin-3-yl)amino]benzimidazol-1-yl]pyridine-3-carbonitrile